methyl (R)-2,6-difluoro-4-((2,2,2-trifluoro-1-phenylethyl)amino)benzoate FC1=C(C(=O)OC)C(=CC(=C1)N[C@@H](C(F)(F)F)C1=CC=CC=C1)F